C(C)(C)(C)C1=NC(=C(C=C1C=1CC=NCC1)OC)CCl tert-butyl-6-(chloromethyl)-5-methoxy-3',6'-dihydro-[3,4'-bipyridine]